FC1=CC=C(COC(CC(C(=O)O)=C)=O)C=C1 4-((4-fluorobenzyl)oxy)-2-methylene-4-oxobutanoic acid